6-(2,4-dimethylphenyl)-2-(pyrimidin-2-yl)-[1,2,4]triazolo[4,3-a]pyridin-3(2H)-one CC1=C(C=CC(=C1)C)C=1C=CC=2N(C1)C(N(N2)C2=NC=CC=N2)=O